6-(8-(3-(8-fluoro-1-oxo-1,2-dihydroisoquinolin-3-yl)propanoyl)-3,8-diazabicyclo[3.2.1]octan-3-yl)nicotinonitrile FC=1C=CC=C2C=C(NC(C12)=O)CCC(=O)N1C2CN(CC1CC2)C2=NC=C(C#N)C=C2